6-(cyclopropanecarboxamido)-4-((3-(1-((3S,4S)-4-fluorotetrahydrofuran-3-yl)-1H-pyrazol-4-yl)-2-methoxyphenyl)amino)nicotinamide C1(CC1)C(=O)NC1=NC=C(C(=O)N)C(=C1)NC1=C(C(=CC=C1)C=1C=NN(C1)[C@H]1COC[C@H]1F)OC